2-((5-bromo-2-((3,4,5-trimethoxyphenyl)amino)pyrimidin-4-yl)amino)-N-methylbenzamide BrC=1C(=NC(=NC1)NC1=CC(=C(C(=C1)OC)OC)OC)NC1=C(C(=O)NC)C=CC=C1